dibutylmethyl-(2-vinylphenyl)silane C(CCC)[Si](C1=C(C=CC=C1)C=C)(C)CCCC